2-(pyridine-3-yl-carbamoyl)pyrrolidine-1-carboxylic acid phenyl ester C1(=CC=CC=C1)OC(=O)N1C(CCC1)C(NC=1C=NC=CC1)=O